2-{3-bromopyrazolo[1,5-a]pyrimidin-5-yl}-6-{[(2S)-1-(1H-tetrazol-1-yl)propan-2-yl]oxy}pyridine BrC=1C=NN2C1N=C(C=C2)C2=NC(=CC=C2)O[C@H](CN2N=NN=C2)C